CC1(CCN(CC1)C1=C(C=CC=C1C)NS(=O)(=O)C=1SC(=CC1)S(=O)(=O)C(C)C)C N-(2-(4,4-dimethylpiperidin-1-yl)-3-methylphenyl)-5-(isopropylsulfonyl)thiophene-2-sulfonamide